IC1=C(C(=CC(=C1)CC=C)OC)O iodoeugenol